1,2-Di-oleoyl-sn-glycero-3-phosphocholine C(CCCCCCC\C=C/CCCCCCCC)(=O)OC[C@@H](OC(CCCCCCC\C=C/CCCCCCCC)=O)COP(=O)([O-])OCC[N+](C)(C)C